C1(CCCC1)OC1=CC(=NC=C1)C(=O)N[C@@H]1C(N(C2=C(OC1)C=CC(=C2)C#CC2(COC2)O)C)=O (S)-4-(cyclopentyloxy)-N-(7-((3-hydroxyoxetan-3-yl)ethynyl)-5-methyl-4-oxo-2,3,4,5-tetrahydrobenzo[b][1,4]oxazepin-3-yl)pyridineamide